Cl.CC1(CN(CCN1)C=1C=C(C=2N(C(N=C(N2)C=2C=C(C=3N(C2)C=C(N3)C)F)=O)C1)F)C 7-(3,3-dimethylpiperazin-1-yl)-9-fluoro-2-(8-fluoro-2-methylimidazo[1,2-a]pyridin-6-yl)-4H-pyrido[1,2-a][1,3,5]triazin-4-one hydrochloride